N-[5-[(6-bromopyridin-3-yl)oxy]-1,3,4-thiadiazol-2-yl]-2-(morpholin-4-yl)pyridine-3-carboxamide BrC1=CC=C(C=N1)OC1=NN=C(S1)NC(=O)C=1C(=NC=CC1)N1CCOCC1